1-((3S,5R,8R,9S,10S,12R,13S,14S,17R)-12,14-dihydroxy-10,13-dimethyl-17-(5-oxo-2,5-dihydrofuran-3-yl)hexadecahydro-1H-cyclopenta[a]phenanthren-3-yl)-3-(2-morpholinoethyl)urea O[C@H]1[C@@]2([C@H](CC[C@@]2([C@@H]2CC[C@@H]3C[C@H](CC[C@@]3([C@H]2C1)C)NC(=O)NCCN1CCOCC1)O)C=1COC(C1)=O)C